N-methyl-5-(1-((8-methyl-6-oxo-7-(trifluoromethyl)-5,6-dihydro-1,5-naphthyridin-3-yl)methyl)piperidin-4-yl)picolinamide CNC(C1=NC=C(C=C1)C1CCN(CC1)CC=1C=NC=2C(=C(C(NC2C1)=O)C(F)(F)F)C)=O